N-(4-chloro-2-fluorobenzyl)-8-methylene-5,6,7,8-tetrahydroquinoline-5-carboxamide ClC1=CC(=C(CNC(=O)C2C=3C=CC=NC3C(CC2)=C)C=C1)F